Ethyl (4-bromo-2-cyanophenyl)carbamate BrC1=CC(=C(C=C1)NC(OCC)=O)C#N